NC1=CC=C(C=C1)C1CCC(N1)=O 5-(4-amino-phenyl)-pyrrolidin-2-one